C(=CC1=CC=CC=C1)CCCC(O)O styrene-butanediol